BrC1=CC(=C(OC2(CC2)C#N)C=C1)[N+](=O)[O-] 1-(4-bromo-2-nitrophenoxy)cyclopropane-1-carbonitrile